(2-ethoxy-2-oxoethoxy)pyridine-2-carboxylic acid C(C)OC(COC=1C(=NC=CC1)C(=O)O)=O